C1CC12CN(CC2)CC=2C=C(C1=C(N=C(N1)C1=CC(=CC(=N1)NCC)C1=C(C=CC=C1)C1=NN=CN1C)C2)C(F)(F)F 6-(6-{5-azaspiro[2.4]hept-5-ylmethyl}-4-(trifluoromethyl)-3H-1,3-benzodiazole-2-yl)-N-ethyl-4-[2-(4-methyl-1,2,4-triazol-3-yl)phenyl]pyridin-2-amine